C(=C)(C)[C@@H]1CCC(=C[C@H]1C1=C(C=C(C(=C1O)C1=CC(=NC=C1)C)CCCCC)O)C 2-(1R,6R)-(6-isopropenyl-3-methyl-cyclohex-2-en-1-yl)-4-(2-methyl-4-pyridyl)-5-pentyl-benzene-1,3-diol